1-{4-[4-(difluoromethyl)-3-fluorophenyl]piperidin-1-yl}-2-{3-[(2R,6S)-2,6-dimethylmorpholine-4-carbonyl]-5,6-dihydrocyclopenta[c]pyrazol-1(4H)-yl}ethan-1-one FC(C1=C(C=C(C=C1)C1CCN(CC1)C(CN1N=C(C2=C1CCC2)C(=O)N2C[C@H](O[C@H](C2)C)C)=O)F)F